(E)-(3-chloropyridin-4-yl)(2-chlorostyryl)(imino)-lambda6-sulfanone ClC=1C=NC=CC1S(=O)(=N)\C=C\C1=C(C=CC=C1)Cl